1-(4-Ethenylphenyl)-3-(4-hydroxyphenyl)prop-2-en C(=C)C1=CC=C(C=C1)CC=CC1=CC=C(C=C1)O